ClC1=C(N=C(NC1=O)C1=CC(=NC=C1)F)N1C[C@@H](CC1)O 5-chloro-2-(2-fluoro-4-pyridinyl)-4-[(3R)-3-hydroxypyrrolidin-1-yl]-1H-pyrimidin-6-one